C(C)(C)N1CCC(CC1)N1N=CC(=C1)B1OC(C(O1)(C)C)(C)C 1-isopropyl-4-(4-(4,4,5,5-tetramethyl-1,3,2-dioxaborolan-2-yl)-1H-pyrazol-1-yl)piperidine